FCC1(CNC2CNC12)C(=O)O 4-fluoromethyl-2,6-diazabicyclo[3.2.0]Heptane-4-carboxylic acid